6-((((Tert-butyldimethylsilyl)oxy)methyl)thio)-1,4-dimethylpiperazine-2,3,5-trione [Si](C)(C)(C(C)(C)C)OCSC1C(N(C(C(N1C)=O)=O)C)=O